C(C)NC(=O)NC1=NC=C(C=C1)C1=CN=C2N1C=C(C=C2)C2=NN=CN2C2=CC(=C(C=C2)F)OC 1-ethyl-3-[5-[6-[4-(4-fluoro-3-methoxy-phenyl)-1,2,4-triazol-3-yl]imidazo[1,2-a]pyridin-3-yl]-2-pyridyl]urea